(S)-quinuclidin-3-yl (6-(4-(trifluoromethoxy)phenyl)-2,3-dihydro-1H-inden-1-yl)carbamat FC(OC1=CC=C(C=C1)C1=CC=C2CCC(C2=C1)NC(O[C@@H]1CN2CCC1CC2)=O)(F)F